N[C@H](C(=O)N[C@@H]1C[C@@](NC1)(C(=O)O)CCCCB(O)O)COC (2r,4r)-4-((S)-2-amino-3-methoxypropionamido)-2-(4-borono-butyl)pyrrolidine-2-carboxylic acid